(1R,5S)-8-azaspiro[bicyclo[3.2.1]octane-3,1'-cyclopropane] C12(CC1)C[C@H]1CC[C@@H](C2)N1